CC1=C(C=C2C=NN(C2=C1)C=1C=C(C(=O)NC2COCC2)C=CC1)C=1CCN(CC1)S(=O)(=O)C 3-(6-methyl-5-(1-(methylsulfonyl)-1,2,3,6-tetrahydropyridin-4-yl)-1H-indazol-1-yl)-N-(tetrahydrofuran-3-yl)benzamide